C(CCCCCCCCCCCCCCCCCCCCCCCCCCC)P(O)(O)=O octaCosylphosphonic acid